FCCOC(OCCF)OCCF tris(2-fluoroethoxy)methane